5-(2,4-dichlorophenyl)thiophen-2-amine ClC1=C(C=CC(=C1)Cl)C1=CC=C(S1)N